C1(CC1)[C@@H]1N(C2=CC=C(N=C2[C@@H]([C@H]1C)NC1=CC=CC=C1)C=1C=NC(=CC1)OC)C(C)=O ((2S,3R,4R)-2-cyclopropyl-6-(6-methoxypyridin-3-yl)-3-methyl-4-(phenylamino)-3,4-dihydro-1,5-naphthyridin-1(2H)-yl)ethanone